COC=1C(N(C=C(C1)C1=NC(=NC=C1CCC)S(=O)(=O)C)C)=O 3-methoxy-1-methyl-5-(2-methylsulfonyl-5-propylpyrimidin-4-yl)pyridin-2-one